ClC1=NC=C(C(=N1)C=1C=C(C(=NC1)N(C)C)F)F 5-(2-chloro-5-fluoropyrimidin-4-yl)-3-fluoro-N,N-dimethylpyridin-2-amine